2-[5-chloro-(2H)-benzotriazol-2-yl]-6-(2H-benzotriazol-2-yl)phenol ClC1=CC=2C(=NN(N2)C2=C(C(=CC=C2)N2N=C3C(=N2)C=CC=C3)O)C=C1